4-(Dimethyl-amino)-pyridine CN(C1=CC=NC=C1)C